tert-Butyl 7-(6-chloro-3-(3-methyl-2-oxoimidazolidin-1-yl)-1H-pyrazolo[4,3-c]pyridin-1-yl)-6-methoxy-2,3-dihydro-4H-benzo[b][1,4]oxazine-4-carboxylate ClC1=CC2=C(C=N1)C(=NN2C=2C(=CC1=C(OCCN1C(=O)OC(C)(C)C)C2)OC)N2C(N(CC2)C)=O